FC1=CC=C(C=C1)C(C1=CC=C(C=C1)F)C(NCCOCCOCCOCCOCCC(=O)N)C=1C=NC(=CC1)C=1C(=C(C=CC1)C1=CC=CC=C1)C (bis(4-fluorophenyl)methyl)-1-(6-(2-methyl-[1,1'-biphenyl]-3-yl)pyridin-3-yl)-5,8,11,14-tetraoxa-2-azaheptadecan-17-amide